2-((4-fluoro-2-methylphenyl)amino)-N-(6-methoxy-2-methylpyridin-3-yl)-4-(trifluoromethoxy)benzamide FC1=CC(=C(C=C1)NC1=C(C(=O)NC=2C(=NC(=CC2)OC)C)C=CC(=C1)OC(F)(F)F)C